C(C1CO1)C1CCCCC1 1-(2,3-epoxypropyl)-cyclohexane